4-(2-(allylamino)-2-oxoacetyl)-1,3,5-trimethyl-1H-pyrrole-2-carboxylic acid C(C=C)NC(C(=O)C=1C(=C(N(C1C)C)C(=O)O)C)=O